NC=1SC2=C(N1)C=C(C(=C2)OC)CO (2-amino-6-methoxybenzo[d]thiazol-5-yl)methanol